2-(2-fluoro-4-(2-((1-(2-methoxyethyl)-1H-benzo[d]imidazol-2-yl)amino)-2-oxoethyl)-phenoxy)pyridine-3-carboxamide FC1=C(OC2=NC=CC=C2C(=O)N)C=CC(=C1)CC(=O)NC1=NC2=C(N1CCOC)C=CC=C2